COC1=CC=C(C=C1)C(O)C1=CC=NC=C1 (4-methoxyphenyl)(pyridin-4-yl)methanol